dimethyldithiocarbamic acid zinc salt [Zn+2].CN(C([S-])=S)C.CN(C([S-])=S)C